3-amino-7-fluoro-2,2,5-trimethyl-2,3-dihydro-1H-quinolin-4-one NC1C(NC2=CC(=CC(=C2C1=O)C)F)(C)C